C1(=CC=CC=C1)C1=NC(=NC(=N1)C1=CC=CC=C1)C1=C2C=CC=CC2=C(C2=CC=CC=C12)C1=CC2=C(OC3=C2C=CC=C3)C(=C1)C1C=CC=N1 5-(2-(10-(4,6-diphenyl-1,3,5-triazin-2-yl)anthracen-9-yl)dibenzofuran-4-yl)-5h-pyrrole